(3-(2-((2-Azaspiro[3.3]heptan-6-yl) amino)-5-(trifluoromethyl) pyrimidin-4-yl)-1H-indol-7-yl) dimethylphosphite CP(OC=1C=CC=C2C(=CNC12)C1=NC(=NC=C1C(F)(F)F)NC1CC2(CNC2)C1)([O-])([O-])C